ethyl 2-({6-[(1,3-benzothiazol-2-yl) amino]-5-methylpyridazin-3-yl} (methyl) amino)-5-[4-(benzyloxy) piperidin-1-yl]-1,3-thiazole-4-carboxylate S1C(=NC2=C1C=CC=C2)NC2=C(C=C(N=N2)N(C=2SC(=C(N2)C(=O)OCC)N2CCC(CC2)OCC2=CC=CC=C2)C)C